3-fluoropiperidine FC1CNCCC1